O[C@H](C(=O)O)CCC (S)-2-hydroxypentanoic acid